FC1=C(C=CC2=C1N(C(=N2)CC2=CC(=C(C=C2)B2OC(C(O2)(C)C)(C)C)F)C[C@H]2OCC2)C(=O)OCC ethyl (S)-7-fluoro-2-(3-fluoro-4-(4,4,5,5-tetramethyl-1,3,2-dioxaborolan-2-yl)benzyl)-1-(oxetan-2-ylmethyl)-1H-benzo[d]imidazole-6-carboxylate